(S)-(4-(((4-Chlorobenzyl)oxy)methyl)-7-azabicyclo[2.2.1]heptan-1-yl)(3-fluorophenyl)-methanol ClC1=CC=C(COCC23CCC(CC2)(N3)[C@@H](O)C3=CC(=CC=C3)F)C=C1